C1(CCCC1)N1C(C(=CC2=C1N=C(N=C2)NC2=NC=C(C=C2)NCCCCN(CC)CC)CC)=O 8-Cyclopentyl-2-[5-(4-diethylamino-butylamino)-pyridin-2-ylamino]-6-ethyl-8H-pyrido[2,3-d]pyrimidin-7-one